ethyl 2-(3-(5-fluoroisoquinolin-4-yl)ureido)-5-(fluoromethyl)cyclopent-1-ene-1-carboxylate FC1=C2C(=CN=CC2=CC=C1)NC(NC1=C(C(CC1)CF)C(=O)OCC)=O